4-(4-(1,3-dioxolane-2-yl)piperidin-1-yl)-3-fluoroaniline O1C(OCC1)C1CCN(CC1)C1=C(C=C(N)C=C1)F